C1(CC1)C=1N=NN(C1)[C@H](C(=O)N1[C@@H](C[C@H](C1)O)C(=O)NC1CN(CC1)C(=O)C1=NC=CC=C1)C(C)(C)C (2S,4R)-1-[(2S)-2-(4-cyclopropyltriazol-1-yl)-3,3-dimethyl-butanoyl]-4-hydroxy-N-[1-(pyridine-2-carbonyl)pyrrolidin-3-yl]pyrrolidine-2-carboxamide